(S)-4-(4-bromopyridin-2-yl)-3-methylpiperazine-1-carboxylic acid tert-butyl ester C(C)(C)(C)OC(=O)N1C[C@@H](N(CC1)C1=NC=CC(=C1)Br)C